3-(pyrrolidin-3-yl)thieno[3,2-d]pyrimidin-4-one N1CC(CC1)N1C=NC2=C(C1=O)SC=C2